NC1=C(C=C(C=C1Cl)CC)Cl 1-(4-amino-3,5-dichlorophenyl)ethan